C(CCCCCCCCCCC\C=C/CCCCCCCC)(=O)[O-].[Mn+2].C(CCCCCCCCCCC\C=C/CCCCCCCC)(=O)[O-] manganese erucate